(trans)-4-(7-benzyl-4-imino-5,6-diphenyl-4,7-dihydro-3H-pyrrolo[2,3]pyrimidin-3-yl)cyclohexan-1-ol C(C1=CC=CC=C1)C1C(N(C=2C(N(C=NC21)[C@@H]2CC[C@H](CC2)O)=N)C2=CC=CC=C2)C2=CC=CC=C2